1-[5,5-dimethyl-3-({1-[2-(4-methylpiperazin-1-yl)acetyl]-1H,2H,3H-pyrido[2,3-b][1,4]oxazin-7-yl}amino)-5H-chromeno[3,4-d]pyrimidin-8-yl]pyrrolidin-2-one CC1(OC=2C=C(C=CC2C=2C1=NC(=NC2)NC2=CC1=C(OCCN1C(CN1CCN(CC1)C)=O)N=C2)N2C(CCC2)=O)C